4-phenyl-2-(4-(trifluoromethyl)phenyl)-2-((trimethylsilyl)oxy)but-3-enenitrile C1(=CC=CC=C1)C=CC(C#N)(O[Si](C)(C)C)C1=CC=C(C=C1)C(F)(F)F